(4-vinylphenyl)methanesulfonic acid sodium salt [Na+].C(=C)C1=CC=C(C=C1)CS(=O)(=O)[O-]